(R)-(4-(4-chloropyrazolo[1,5-a]pyridin-2-yl)-6,7-dihydro-1H-imidazo[4,5-c]pyridin-5(4H)-yl)(6-(methoxymethyl)pyrazolo[1,5-a]pyridin-3-yl)methanone ClC=1C=2N(C=CC1)N=C(C2)[C@@H]2N(CCC1=C2N=CN1)C(=O)C=1C=NN2C1C=CC(=C2)COC